5-(3-fluoro-6,6a-dihydro-1aH-cyclopropa[1,2-a]inden-1a-yl)-1H-imidazole FC=1C=CC=2CC3C(C2C1)(C3)C3=CN=CN3